C[C@H]1CCC(=NC1)C=1C=CC2=C(N=C(S2)C2CCOCC2)C1 (S)-5-(5-methyl-3,4,5,6-tetrahydropyridin-2-yl)-2-(tetrahydro-2H-pyran-4-yl)benzo[d]thiazole